ClC1=C(C(=CC=C1)F)C1CC(=NO1)C=1N=C(SC1)C1CCN(CC1)C(COC1=NC=NC(=C1)C(F)(F)F)=O 1-(4-(4-(5-(2-chloro-6-fluorophenyl)-4,5-dihydroisoxazol-3-yl)thiazol-2-yl)piperidin-1-yl)-2-((6-(trifluoromethyl)pyrimidin-4-yl)oxy)ethan-1-one